C12NC=CCC2CNC1 2,8-diazabicyclo[4.3.0]-3-nonene